NC1=NC=NN2C1=NC=C2C=2C=C(C=CC2C)S(=O)(=O)N2CCC(CC2)C(=O)NC 1-((3-(4-aminoimidazo[2,1-f][1,2,4]triazin-7-yl)-4-methylphenyl)sulfonyl)-N-methylpiperidine-4-carboxamide